C(CCCCCCCCC)C=1C(=C(C(=O)O)C=CC1)N.C(CCCCCCCCC)C1(C(=O)O)C(N)C=CC=C1.C1(CC1)C=1N=NSC1C(=O)NC1=C(C=C(C=C1)OC)OC 4-cyclopropyl-N-(2,4-dimethoxyphenyl)thiadiazole-5-formamide 1-decyl-anthranilate (decyl-2-aminobenzoate)